ClC=1C(=C2C=NNC2=C(C1F)NCCO)C=1N=CC=2N(C1)C=C(N2)NC(=O)[C@H]2[C@H](C2)F (1S,2S)-N-(6-(5-chloro-6-fluoro-7-((2-hydroxyethyl)amino)-1H-indazol-4-yl)imidazo[1,2-a]pyrazin-2-yl)-2-fluorocyclopropane-1-carboxamide